O=C1C(=C(C1=O)NC1=C(C(=NC=C1)C(=O)N(C)CC)O)NC1C(CCC=2N=C(SC21)C)(C)C 4-((3,4-dioxo-2-((2,6,6-trimethyl-4,5,6,7-tetrahydrobenzo[d]thiazol-7-yl)amino)cyclobut-1-en-1-yl)amino)-N-ethyl-3-hydroxy-N-methylpicolinamide